N-[1-[5-amino-2-(5-chloro-2-pyridinyl)-1,2,4-triazol-3-yl]ethyl]-3-chloro-5-methylsulfonyl-benzamide NC=1N=C(N(N1)C1=NC=C(C=C1)Cl)C(C)NC(C1=CC(=CC(=C1)S(=O)(=O)C)Cl)=O